ClC=1C(=C(C=CC1)NC1=NC=NC2=CC=C(C(=C12)C=1C=C(C=CC1)C)NC(\C=C\CN(C)C)=O)F (E)-N-(4-((3-chloro-2-fluorophenyl)amino)-5-(m-tolyl)quinazolin-6-yl)-4-(dimethylamino)but-2-enamide